FC1=CC=C(C=C1)C=1C=C2C(=NC=NC2=C(C1)OC(C)C)NCC=1N=NC(=CC1)C 6-(4-Fluorophenyl)-8-isopropoxy-N-[(6-methylpyridazin-3-yl)methyl]quinazolin-4-amine